tert-butyl (trans-4-((5-(trifluoromethyl)pyridin-2-yl)oxy)cyclohexyl)carbamate tert-Butyl-N-[trans-4-hydroxycyclohexyl]carbamate C(C)(C)(C)OC(N[C@@H]1CC[C@H](CC1)O)=O.FC(C=1C=CC(=NC1)O[C@@H]1CC[C@H](CC1)NC(OC(C)(C)C)=O)(F)F